(3-nitro-4-(((tetrahydro-2H-pyran-4-yl)methyl)amino)phenyl)sulfonyl-2-((5aS,9aR)-6,7,9,9a-tetrahydro-1H-pyrano[3,4-b]pyrrolo[3',2':5,6]pyrido[3,2-e][1,4]oxazin-5(5aH)-yl)benzamide [N+](=O)([O-])C=1C=C(C=CC1NCC1CCOCC1)S(=O)(=O)C=1C(=C(C(=O)N)C=CC1)N1[C@@H]2[C@@H](OC3=C1C=C1C(=N3)NC=C1)COCC2